CC1=C(C(=CC=C1)C)C1=CC=NC2=CC(=CC=C12)O[C@@H](C(=O)N1C[C@H](CCC1)S(=O)(=O)N)C (3S)-1-[(2R)-2-[[4-(2,6-dimethylphenyl)-7-quinolyl]oxy]propanoyl]piperidine-3-sulfonamide